tert-butyl 4-[7-({8-fluoro-2-methylimidazo[1,2-a]pyridin-6-yl} carbamoyl)-2-methyl-6-(methylamino)indazol-4-yl]piperazine-1-carboxylate FC=1C=2N(C=C(C1)NC(=O)C1=C(C=C(C3=CN(N=C13)C)N1CCN(CC1)C(=O)OC(C)(C)C)NC)C=C(N2)C